N-methyl-d-nonadecyl-N-tetradecylanilinium [tetrakis(perfluorophenyl)borate] FC1=C(C(=C(C(=C1F)F)F)F)[B-](C1=C(C(=C(C(=C1F)F)F)F)F)(C1=C(C(=C(C(=C1F)F)F)F)F)C1=C(C(=C(C(=C1F)F)F)F)F.C([N+](C1=CC=CC=C1)(CCCCCCCCCCCCCC)CCCCCCCCCCCCCCCCCCC)[2H]